O=C1NC(CCC1NC=1C=C(CN(C)CC2=CC=C(C(=O)NC3=CC(=C(C=C3)C)NC3=NC=CC(=N3)C=3C=NC=CC3)C=C2)C=CC1)=O 4-(((3-((2,6-dioxopiperidin-3-yl)amino)benzyl)(methyl)amino)methyl)-N-(4-methyl-3-((4-(pyridin-3-yl)pyrimidin-2-yl)amino)phenyl)benzamide